6,6'-(9-fluorenylidene)bis(2-Naphthyloxyethanol) C1=CC=CC=2C3=CC=CC=C3C(C12)(C=1C=C2C=CC(=CC2=CC1)OC(C)O)C=1C=C2C=CC(=CC2=CC1)OC(C)O